3-endo-(8-{2-[cyclobutylmethyl-((S)-2,3-dihydroxypropionyl)-amino]ethyl}-8-azabicyclo[3.2.1]oct-3-yl)-benzamide TFA salt OC(=O)C(F)(F)F.C1(CCC1)CN(CCN1C2CC(CC1CC2)C=2C=C(C(=O)N)C=CC2)C([C@H](CO)O)=O